1-(5-((4-(1-acetylpiperidin-3-yl)-5-chloropyrimidin-2-yl)amino)pyridin-3-yl)pyrrolidin-2-one C(C)(=O)N1CC(CCC1)C1=NC(=NC=C1Cl)NC=1C=C(C=NC1)N1C(CCC1)=O